tert-butyl 6-(4-(3-(4-methoxybenzyl)-2,4-dioxotetrahydropyrimidin-1(2H)-yl)phenyl)-2-azaspiro[3.3]hept-5-ene-2-carboxylate COC1=CC=C(CN2C(N(CCC2=O)C2=CC=C(C=C2)C2=CC3(CN(C3)C(=O)OC(C)(C)C)C2)=O)C=C1